N,N-di-n-pentadecyl-fumaric acid amide C(CCCCCCCCCCCCCC)N(C(\C=C\C(=O)O)=O)CCCCCCCCCCCCCCC